NC1=NC=2C=C(C=CC2C2=C1COC2)CN(C(=O)C=2C=NC(=CC2)C2(CC2)C#N)C2=C(C=C(C=C2)F)S(=O)(=O)C N-({4-amino-1H,3H-furo[3,4-c]quinolin-7-yl}methyl)-6-(1-cyanocyclopropyl)-N-(4-fluoro-2-methanesulfonylphenyl)pyridine-3-carboxamide